[Si](C1=CC=CC=C1)(C1=CC=CC=C1)(C(C)(C)C)OCCCCCOC1=C(C=CC(=C1)[N+](=O)[O-])N1CCN(CC1)C 1-[2-({5-[(tert-butyldiphenylsilyl)oxy]pentyl}oxy)-4-nitrophenyl]-4-methylpiperazine